Tert-Butyl (E)-2-(2-(3-(3-ethoxy-2-methyl-3-oxoprop-1-en-1-yl)phenyl)-3-(3-((2-hydroxyethyl)sulfonyl)-2,2-dimethylpropoxy)-2-methylpropanoyl)-1-methylhydrazine-1-carboxylate C(C)OC(/C(=C/C=1C=C(C=CC1)C(C(=O)NN(C(=O)OC(C)(C)C)C)(COCC(CS(=O)(=O)CCO)(C)C)C)/C)=O